sec-butyl-(2-((3-chloro-2-fluorophenylmethyl)amino)-2-oxoethyl)-1H-indazole-3-carboxamide C(C)(CC)C1=C2C(=NN(C2=CC=C1)CC(=O)NCC1=C(C(=CC=C1)Cl)F)C(=O)N